niobium manganese cobalt tantalum [Ta].[Co].[Mn].[Nb]